C(CCCCCCCCCCCCCCC)(=O)OC(CC)Cl 1-chloropropyl palmitate